3-(3-ethyl-4-phenoxyphenyl)-1-phenylurea C(C)C=1C=C(C=CC1OC1=CC=CC=C1)NC(NC1=CC=CC=C1)=O